1-(4-(2,6-dioxopiperidin-3-yl)-3,5-difluorophenyl)azetidin-3-yl oxetan-3-ylcarbamate O1CC(C1)NC(OC1CN(C1)C1=CC(=C(C(=C1)F)C1C(NC(CC1)=O)=O)F)=O